COC=1C=CC=C2C3(CCN(C12)S(=O)(=O)C1=CC=C(C=C1)C(F)(F)F)C(CCCC3)C(F)(F)F 8'-methoxy-2-(trifluoromethyl)-1'-((4-(trifluoromethyl)phenyl)sulfonyl)-2',3'-dihydro-1'H-spiro[cyclohexane-1,4'-quinoline]